COC(C1=C(C=C(C=C1)N1N=CC(=C1)CC(C)C)C)=O 4-(4-isobutylpyrazol-1-yl)-2-methyl-benzoic acid methyl ester